C(C)(=O)OCC=1NC(=C(C(C1C(=O)OCC)C=1C=NC=C(C1C(C)F)F)C(=O)OC)C(OC)OC 3'-ethyl 5'-methyl 2'-(acetoxymethyl)-6'-(dimethoxymethyl)-5-fluoro-4-(1-fluoroethyl)-1',4'-dihydro-[3,4'-bipyridine]-3',5'-dicarboxylate